S(=O)(=O)(C1=CC=C(C)C=C1)NN=C1CC2(C1)CN(CC2)C(=O)OCCCC Butyl 2-(2-tosylhydrazineylidene)-6-azaspiro[3.4]octane-6-carboxylate